(R)-(4-(1-(2-Cyano-1-cyclopentylethyl)-1H-pyrazol-4-yl)-7H-pyrrolo[2,3-d]pyrimidin-7-yl)methyl pivalate C(C(C)(C)C)(=O)OCN1C=CC2=C1N=CN=C2C=2C=NN(C2)[C@H](CC#N)C2CCCC2